1-Chloroethyl 2-(7,8-dimethyl-[1,2,4]triazolo[1,5-a]pyridin-6-yl)-3-isopropyl-5-(piperidin-4-yl)-1H-indole-1-carboxylate trifluoroacetate FC(C(=O)O)(F)F.CC1=C(C=2N(C=C1C=1N(C3=CC=C(C=C3C1C(C)C)C1CCNCC1)C(=O)OC(C)Cl)N=CN2)C